6-(4-Hydroxy-3,5-dimethylphenyl)-N-[(2-oxo-1H-pyridin-3-yl)sulfonyl]-2-[(4S)-2,2,4-trimethylpyrrolidin-1-yl]pyridin-3-carboxamid OC1=C(C=C(C=C1C)C1=CC=C(C(=N1)N1C(C[C@@H](C1)C)(C)C)C(=O)NS(=O)(=O)C=1C(NC=CC1)=O)C